5-(tert-butoxy)-4-((tert-butoxycarbonyl)amino)-5-oxo-2-(3-((tetrahydro-2H-pyran-2-yl)oxy)propyl)pentanoic acid C(C)(C)(C)OC(C(CC(C(=O)O)CCCOC1OCCCC1)NC(=O)OC(C)(C)C)=O